ClC=1C=C(C=NC1)NC(=O)[C@@H]1CC12CCN(CC2)C(=O)[O-] (R)-1-((5-chloropyridin-3-yl)carbamoyl)-6-azaspiro[2.5]octane-6-carboxylate